propane-2,2-diylbis(sulfur) CC(C)([S])[S]